(2-azabicyclo[2.2.1]heptan-3-yl)-methanol C12NC(C(CC1)C2)CO